5-[[5-(2,6-dioxo-3-piperidinyl)-2-pyridinyl]amino]pentanoic acid O=C1NC(CCC1C=1C=CC(=NC1)NCCCCC(=O)O)=O